FC(C1=CC(=C(C(=O)NC=2C(=NC(=CC2)OC)C)C=C1F)NC1=C(C=C(C=C1)F)C)F 4-(difluoromethyl)-5-fluoro-2-((4-fluoro-2-methylphenyl)amino)-N-(6-methoxy-2-methylpyridin-3-yl)benzamide